C[C@]12CC3(CC(C[C@@](C1)(C3)C)C2)NC(NC2=CC=C(C(=O)NCCCCCCCCCCC(=O)NO)C=C2)=O 4-(3-((1r,3r,5s,7r)-3,5-dimethyladamantan-1-yl)ureido)-N-(11-(hydroxyamino)-11-oxoundecyl)benzamide